4-((1-Isopropyl-3-methyl-8-(1-methyl-1H-indazol-5-yl)-2-oxo-1,2,3,6-tetrahydroimidazo[4,5-d]pyrrolo[2,3-b]pyridin-7-yl)methyl)benzonitrile C(C)(C)N1C(N(C=2C1=C1C(=NC2)NC(=C1C=1C=C2C=NN(C2=CC1)C)CC1=CC=C(C#N)C=C1)C)=O